C(C)(C)(C)OC(\C=C\C=1C=NSC1)=O (2E)-3-(1,2-thiazol-4-yl)prop-2-enoic acid tert-butyl ester